tert-butyl ((1S,3R)-3-((5-chloro-4-(1H-indol-3-yl)pyrimidin-2-yl)amino)cyclopentyl)carbamate ClC=1C(=NC(=NC1)N[C@H]1C[C@H](CC1)NC(OC(C)(C)C)=O)C1=CNC2=CC=CC=C12